ethyl (4-forMylphenyl)acetate C(=O)C1=CC=C(C=C1)CC(=O)OCC